1-(4-chloro-1H-pyrrolo[2,3-b]pyridin-1-yl)-N-(1-(pyrrolidin-1-ylmethyl)cyclopropyl)cyclopropane-1-carboxamide ClC1=C2C(=NC=C1)N(C=C2)C2(CC2)C(=O)NC2(CC2)CN2CCCC2